2-(2-(dimethoxy-phosphoryloxy)ethoxy)ethanesulfonic acid 2-propynyl ester C(C#C)OS(=O)(=O)CCOCCOP(=O)(OC)OC